FC(C(=O)N=C(C(=O)OCC)O)(F)F ethyl trifluoroacetyl-hydroxy-iminoacetate